8-(7-(3-chloro-2-(trifluoromethyl)phenyl)-8-fluoro-2-(((2R,7aS)-2-fluorotetrahydro-1H-pyrrolizin-7a(5H)-yl)methoxy)pyrido[4,3-d]pyrimidin-4-yl)-2-oxa-5,8-diazaspiro[3.5]nonane ClC=1C(=C(C=CC1)C1=C(C=2N=C(N=C(C2C=N1)N1CCNC2(COC2)C1)OC[C@]12CCCN2C[C@@H](C1)F)F)C(F)(F)F